1-methyl-6-oxo-1,6-dihydropyridine-2-carboxylic acid methyl ester COC(=O)C=1N(C(C=CC1)=O)C